(Z)-3-(1-(4-amino-2-fluorobut-2-en-1-yl)-6-(trifluoromethyl)-1H-benzo[d]imidazol-4-yl)-N-cyclopropylbenzenesulfonamide NC\C=C(\CN1C=NC2=C1C=C(C=C2C=2C=C(C=CC2)S(=O)(=O)NC2CC2)C(F)(F)F)/F